C(C)(C)(C)OC(=O)N1C2C[C@]3(CN(C(C3)=O)C3=NC=C(C=C3)C(F)(F)F)C(C1)CC2.C(CCC)[Sn]([Sn](CCCC)(CCCC)CCCC)(CCCC)CCCC tributyl-(tributyl-stannyl)stannane tert-butyl-(2R)-5'-oxo-1'-(5-(trifluoromethyl)pyridin-2-yl)-5-azaspiro[bicyclo[2.2.2]octane-2,3'-pyrrolidine]-5-carboxylate